N[C@@H](C1=CC(=CS1)C(=N)N)C1CCCC1 (R)-5-(amino(cyclopentyl)methyl)thiophene-3-carboxamidine